CC(CCCCCCCCCCCCCC)CCCCCCCCCCCCCCCCCC 15-Methyltritriacontane